C(N)(=N)N1[C@H](CC1)C(=O)O (2R)-1-carbamimidoyl-azetidine-2-carboxylic acid